4,4'-{[1,1'-binaphthalene]-2,2'-diylbis(oxy)}dibenzoic acid C1(=C(C=CC2=CC=CC=C12)OC1=CC=C(C(=O)O)C=C1)C1=C(C=CC2=CC=CC=C12)OC1=CC=C(C(=O)O)C=C1